N-(4-(4-(((2S)-2-amino-4,5-dihydroxy-2,4-dimethylpentyl)oxy)-3-cyanophenyl)pyridin-2-yl)acetamide N[C@](COC1=C(C=C(C=C1)C1=CC(=NC=C1)NC(C)=O)C#N)(CC(CO)(C)O)C